ClC1=NC=C(C=C1C=1C=NC=2CCN(CC2C1)C1=C(C(=C(N=N1)C#N)C)C)F 6-[3-(2-chloro-5-fluoro-3-pyridyl)-7,8-dihydro-5H-1,6-naphthyridin-6-yl]-4,5-dimethyl-pyridazine-3-carbonitrile